N-(3-(methylsulfonylamino)propyl)-8-(spiro[2.5]oct-5-en-6-yl)quinoline-3-carboxamide CS(=O)(=O)NCCCNC(=O)C=1C=NC2=C(C=CC=C2C1)C1=CCC2(CC2)CC1